FC(C1=NC=C(C=N1)[C@@H](C)N[S@@](=O)C(C)(C)C)F (S)-N-[(1R)-1-[2-(difluoromethyl)pyrimidin-5-yl]ethyl]-2-methylpropane-2-sulfinamide